2-(2-{5-[(1R,4R,7R)-7-amino-2-azabicyclo[2.2.1]heptane-2-carbonyl]-7-methoxy-1-methyl-1H-1,3-benzodiazol-2-yl}-1-(cyclopropylmethyl)-1H-indol-6-yl)benzamide N[C@H]1[C@@H]2N(C[C@H]1CC2)C(=O)C2=CC1=C(N(C(=N1)C=1N(C3=CC(=CC=C3C1)C1=C(C(=O)N)C=CC=C1)CC1CC1)C)C(=C2)OC